[N+](=O)([O-])C=1C=C(C=CC1)NC1=CC=2C(C3=CC(=CC=C3C(C2C=C1)=O)NC1=CC(=CC=C1)[N+](=O)[O-])=O 2,7-bis((3-nitrophenyl)amino)anthracene-9,10-dione